8-acetyl-2-(4,4-difluoro-1-piperidyl)-3,6-dimethyl-chromen-4-one C(C)(=O)C=1C=C(C=C2C(C(=C(OC12)N1CCC(CC1)(F)F)C)=O)C